P(=O)(OC[C@@H](COC(CCCCCCCCCCCCCCC)=O)OC(CCCCCCC\C=C/CCCCCCCC)=O)(OCC[N+](C)(C)C)[O-] (2R)-3-(Hexadecanoyloxy)-2-{[(9Z)-octadec-9-enoyl]oxy}propyl 2-(trimethylazaniumyl)ethyl phosphate